5-(3-(1-((1-fluorocyclopentyl)methyl)-1H-pyrazol-4-yl)-6-methylpyridin-2-yl)-1-methyl-1H-benzo[d]imidazole FC1(CCCC1)CN1N=CC(=C1)C=1C(=NC(=CC1)C)C1=CC2=C(N(C=N2)C)C=C1